2-(4-((1H-benzo[d]imidazol-1-yl)methyl)phenyl)-5-(difluoromethyl)-1,3,4-oxadiazole N1(C=NC2=C1C=CC=C2)CC2=CC=C(C=C2)C=2OC(=NN2)C(F)F